4-chloro-1-(tetrahydro-2H-pyran-4-yl)-1H-benzo[d]imidazol-2(3H)-one ClC1=CC=CC=2N(C(NC21)=O)C2CCOCC2